CON(C(=O)C1CN(C1)C(=O)OC(C)(C)C)C tert-butyl 3-[methoxy(methyl)carbamoyl]azetidine-1-carboxylate